(R)-N-ethyl-N-(2,2,2-trifluoro-1-(4-fluorophenyl)ethyl)-1H-pyrrolo[2,3-c]pyridine-5-sulfonamide C(C)N(S(=O)(=O)C=1C=C2C(=CN1)NC=C2)[C@@H](C(F)(F)F)C2=CC=C(C=C2)F